ClC=1C(=NC=CC1)N1N=C(C=C1C(=O)NC=1C(=CC=2N(C1C(=O)NC(C)C1CC1)N=CC2)C)OCC(F)(F)F 6-(1-(3-Chloropyridin-2-yl)-3-(2,2,2-trifluoroethoxy)-1H-pyrazol-5-carboxamido)-N-(1-cyclopropylethyl)-5-methylpyrazolo[1,5-a]pyridin-7-carboxamid